tert-butyl ((2S,5R)-2-(2-(3-cis-(trifluoromethoxy)cyclobutanecarbonyl)hydrazinecarbonyl)-3-oxabicyclo[4.1.0]heptan-5-yl)carbamate FC(OC1(CCC1)C(=O)NNC(=O)[C@@H]1C2CC2[C@H](CO1)NC(OC(C)(C)C)=O)(F)F